2-[2-(3-aminopropoxy)ethoxy]ethanol NCCCOCCOCCO